The molecule is an androstanoid that is 5alpha-dihydrotestosterone carrying an additional oxo susbstituent at position 19. It has a role as a human urinary metabolite. It is a 3-oxo-5alpha-steroid, an androstanoid, a 17beta-hydroxy steroid, a 19-oxo steroid and a steroid aldehyde. It derives from a 17beta-hydroxy-5alpha-androstan-3-one. It derives from a hydride of a 5alpha-androstane. C[C@]12CC[C@H]3[C@H]([C@@H]1CC[C@@H]2O)CC[C@@H]4[C@@]3(CCC(=O)C4)C=O